{3-[(2,3-difluoro-6-methoxyphenyl)methoxy]-4-methoxyphenyl}indazole-6-carboxylic acid FC1=C(C(=CC=C1F)OC)COC=1C=C(C=CC1OC)C1=NNC2=CC(=CC=C12)C(=O)O